4-Chloro-N-(4-(hydroxymethyl)phenyl)benzamide ClC1=CC=C(C(=O)NC2=CC=C(C=C2)CO)C=C1